O=C1C2=C(C=NN1)N=C(N=C2NC2=CC=C(C=C2)CCCN2CCNCC2)N2CCC(CC2)CC#N 2-(1-(5-oxo-4-((4-(3-(piperazin-1-yl)propyl)phenyl)amino)-5,6-dihydropyrimido[4,5-d]pyridazin-2-yl)piperidin-4-yl)acetonitrile